C(C)(C)(C)N(C([O-])=O)CCCC[C@@H](C(NCCC(N[C@H](C(N[C@@H](CCCNC(=O)N)C(NC1=CC=C(C=C1)CO)=O)=O)C(C)C)=O)=O)NC(OCC1C2=CC=CC=C2C=2C=CC=CC12)=O (9H-fluoren-9-yl)methyl tert-butyl((6S,9S,16S)-1-amino-6-((4-(hydroxymethyl)phenyl)carbamoyl)-9-isopropyl-1,8,11,15-tetraoxo-2,7,10,14-tetraazaicosan-16,20-diyl)dicarbamate